OC1=CC=C(C=C2C(N(C(S2)=NN=C2C(NC3=CC=C(C=C23)F)=O)C2=CC=C(C=C2)CCCC)=O)C=C1 3-(2-(5-(4-hydroxybenzylidene)-3-(4-n-butylphenyl)-4-oxothiazolidin-2-ylidene)hydrazono)-5-fluoroindol-2-one